ClC1=C(C(=CC=C1)F)C1=NN(C2=CC(=C(C=C2C1=O)F)N1N=C(N(C1=O)CC)C(=O)N)C(C)C 1-(3-(2-chloro-6-fluorophenyl)-6-fluoro-1-isopropyl-4-oxo-1,4-dihydrocinnolin-7-yl)-4-ethyl-5-oxo-4,5-dihydro-1H-1,2,4-triazole-3-carboxamide